1-(8E,11E,14E,17E-eicosatetraenoyl)-2-hexadecanoyl-sn-glycero-3-phosphocholine CCCCCCCCCCCCCCCC(=O)O[C@H](COC(=O)CCCCCC/C=C/C/C=C/C/C=C/C/C=C/CC)COP(=O)([O-])OCC[N+](C)(C)C